ethyl 2-((4-fluoro-2-isopropylphenyl)amino)-5-(trifluorometh-yl)benzoate FC1=CC(=C(C=C1)NC1=C(C(=O)OCC)C=C(C=C1)C(F)(F)F)C(C)C